FC1=C(C=CC=C1)C=1C=NC2=CC(=CC=C2C1)C(=O)NC=1C=NC(=CC1)C(F)(F)F 3-(2-fluorophenyl)-N-(6-(trifluoromethyl)pyridin-3-yl)quinoline-7-carboxamide